FC1=CC=C(C=C1)C1OCCCC1 (4-fluorophenyl)oxan